Racemic-trans-4-octyl-pyrrolidine-1,3-dicarboxylic acid 1-tert-butyl 3-ethyl ester C(C)OC(=O)[C@@H]1CN(C[C@H]1CCCCCCCC)C(=O)OC(C)(C)C |r|